O=C1N(N=C2COCCN21)C2=CC(=C(C(=O)N)C=C2)O[C@H](C(F)(F)F)C 4-(3-oxo-5,6-dihydro-3H-[1,2,4]triazolo[3,4-c]-[1,4]-oxazin-2(8H)-yl)-2-{[(2S)-1,1,1-trifluoropropan-2-yl]oxy}benzamide